5-Bromo-2-(bromomethyl)-4-(trifluoromethyl)benzoic acid methyl ester COC(C1=C(C=C(C(=C1)Br)C(F)(F)F)CBr)=O